C(C)(C)(C)N1N=C(C(=C1C)O)C1=CC=C(C=C1)C(F)(F)F 1-(tert-Butyl)-3-(4-(trifluoromethyl)phenyl)-5-methyl-pyrazol-4-ol